CC(=O)CCCCCC methyl-hexylketone